4-chloro-3-(3-(2-chloro-5-(ethoxycarbonyl)-3-nitrophenoxy)-2-(methoxymethoxy)propoxy)-5-nitrobenzoic acid tert-butyl ester C(C)(C)(C)OC(C1=CC(=C(C(=C1)[N+](=O)[O-])Cl)OCC(COC1=C(C(=CC(=C1)C(=O)OCC)[N+](=O)[O-])Cl)OCOC)=O